Cl.C(C)OC1=C(OC[C@@H]2CN(CCO2)C(=O)OC(C)OC([C@@H](N)C(C)C)=O)C=CC=C1 1-((L-valyl)oxy)ethyl (2S)-2-((2-ethoxyphenoxy)methyl)morpholine-4-carboxylate HCl